2-(4-(Chloromethyl)-N-methyl-benzamido)ethyl acetate C(C)(=O)OCCN(C(C1=CC=C(C=C1)CCl)=O)C